(2-hydroxypyrimidin-4-yl)piperidin OC1=NC=CC(=N1)N1CCCCC1